Methyl 3-((7-chloro-2-((dimethyl(oxo)-λ6-sulfanylidene)amino)benzothiazol-6-yl)thio)propanoate ClC1=C(C=CC=2N=C(SC21)N=S(=O)(C)C)SCCC(=O)OC